2-[1-[6-Methyl-2-(3-oxa-9-azaspiro[5.5]undecan-9-yl)-4-oxo-chromen-8-yl]ethylamino]benzoic acid CC=1C=C2C(C=C(OC2=C(C1)C(C)NC1=C(C(=O)O)C=CC=C1)N1CCC2(CCOCC2)CC1)=O